5-(4-chloro-2-fluorophenyl)-2,3-dimethyl-7-((2R,4R)-2-(1-methyl-1H-pyrazol-4-yl)tetrahydro-2H-pyran-4-yl)pyrido[3,4-b]pyrazine ClC1=CC(=C(C=C1)C1=NC(=CC=2C1=NC(=C(N2)C)C)[C@H]2C[C@@H](OCC2)C=2C=NN(C2)C)F